β-(3,4-epoxycyclohexyl)ethyl-acetoxydiethylsilane C1(CC2C(CC1)O2)CC[Si](CC)(CC)OC(C)=O